OC1=C(N2C(C3=CC(=CC=C13)C1=NC=CC=C1)=NC=N2)C(=O)OC Methyl 6-hydroxy-9-(pyridin-2-yl)-[1,2,4]triazolo[5,1-a]isoquinoline-5-carboxylate